ClC=1C(=C(C=CC1)C=1CCN(CC1)C(=O)OC(C)(C)C)NC(=O)N1CCC(CC1)(C1=CC=C(C=C1)C)C tert-butyl 4-(3-chloro-2-{[4-methyl-4-(4-methylphenyl)piperidine-1-carbonyl]amino}phenyl)-3,6-dihydropyridine-1(2H)-carboxylate